FC=1C=C2C(=C(C=NC2=CC1)C(=O)N1CCN(CC1)C(CC)=O)N1CCC(CC1)(C#N)C 1-(6-Fluoro-3-(4-propionylpiperazine-1-carbonyl)quinolin-4-yl)-4-methylpiperidine-4-carbonitrile